Cl.Cl.C(#N)C1=CNC2=NC=C(C=C21)S(=O)(=O)N2CCC1(C[C@H](CO1)NC[C@@H](COC=1C=C(C=CC1)S(=O)(=O)NC)O)CC2 3-((S)-3-(((R)-8-((3-cyano-1H-pyrrolo[2,3-b]pyridin-5-yl)sulfonyl)-1-oxa-8-azaspiro[4.5]dec-3-yl)amino)-2-hydroxypropoxy)-N-methylbenzenesulfonamide dihydrochloride